NCC1CC2C3OC3C(C1)N2C(=O)OCC ethyl 7-(aminomethyl)-3-oxa-9-azatricyclo[3.3.1.02,4]nonane-9-carboxylate